C(CC=CCC)C(=O)[O-] (E)- and (Z)-3-hexenylformate